Tert-Butyl (4-hydroxy-4-methylcyclohexyl)carbamate OC1(CCC(CC1)NC(OC(C)(C)C)=O)C